OCC(C)(C)NC=1N=C(C(=NC1)C(=O)NC1=CC(=CC=C1)S(=O)(=O)N1CCCCC1)N1CCC2(CC2)CC1 5-((1-hydroxy-2-methylpropan-2-yl)amino)-N-(3-(piperidin-1-ylsulfonyl)phenyl)-3-(6-azaspiro[2.5]octan-6-yl)pyrazine-2-carboxamide